CNS(=O)(=O)NCC(=O)N1CC2=CC(=CC=C2CC1)OC1=CC=C(C=C1)C(F)(F)F N-methyl-N'-(2-(7-(4-(trifluoromethyl)phenoxy)-3,4-dihydroisoquinolin-2(1H)-yl)-2-oxoeth-yl)sulfamide